ethyl 2-(2-ethyl-4-isopropyl-7-oxo-thiazolo[4,5-d]pyridazin-6-yl)acetate C(C)C=1SC2=C(C(=NN(C2=O)CC(=O)OCC)C(C)C)N1